ClCC=1C(=C(C(=C(C1NC(=O)O)NC(=O)O)C)C)CCOC(C(=C)C)=O.C12(CC1)C1CCC(C2)C1 spiro[bicyclo[2.2.1]heptane-2,1'-cyclopropane] chloromethyl-2-methacryloyloxyethyl-dimethyl-benzenedicarbamate